C(C1=CC=CC=C1)NC(N(C1=NC=C(C=C1)C=1C=NN(C1)C)[C@@H]1CC[C@H](CC1)NC1=NC=C(C(=N1)N1CC(CC1)C#N)C#N)=O 3-benzyl-1-(trans-4-((5-cyano-4-(3-cyanopyrrolidin-1-yl)pyrimidin-2-yl)amino)-cyclohexyl)-1-(5-(1-methyl-1H-pyrazol-4-yl)pyridin-2-yl)urea